C(C)[Si]1(N[Si](CC1)(C)CC)C 2,5-diethyl-2,5-dimethyl-1-aza-2,5-disilaCyclopentane